N-(2-(4-((S)-4-cyclopropyl-3-methylpiperazine-1-yl)piperidine-1-yl)-4-methoxy-5-((6-((R)-3-(3-(trifluoromethyl)phenyl)isoxazolidine-2-yl)pyrimidine-4-yl)amino)phenyl)acrylamide C1(CC1)N1[C@H](CN(CC1)C1CCN(CC1)C1=C(C=C(C(=C1)OC)NC1=NC=NC(=C1)N1OCC[C@@H]1C1=CC(=CC=C1)C(F)(F)F)NC(C=C)=O)C